NC=1C=2N(C=CN1)C(=NC2C2=CC=C1C=CC(=NC1=C2)C2=CC=CC=C2)C2C(CC2)(O)C [8-amino-1-(2-phenyl-7-quinolinyl)imidazo[1,5-a]pyrazin-3-yl]-1-methyl-cyclobutanol